(4-Acetylphenoxy)butanoic acid methyl ester COC(C(CC)OC1=CC=C(C=C1)C(C)=O)=O